1-(5-(((1S,4S)-5-(2,3-dichlorophenyl)-2,5-diazabicyclo[2.2.1]heptane-2-yl)methyl)-1-oxoisoindolin-2-yl)Dihydropyrimidine-2,4(1H,3H)-dione ClC1=C(C=CC=C1Cl)N1[C@@H]2CN([C@H](C1)C2)CC=2C=C1CN(C(C1=CC2)=O)N2C(NC(CC2)=O)=O